[K+].[NH4+] ammonium potassium salt